tert-butyl N-[3-[(5-amino-6H-thieno[3,2-b]azepine-7-carbonyl)-propyl-amino]propyl]carbamate NC=1CC(=CC2=C(N1)C=CS2)C(=O)N(CCCNC(OC(C)(C)C)=O)CCC